Cl.BrC1=CC(=C(C=C1)NCCF)Cl (4-bromo-2-chloro-phenyl)-2-fluoro-ethylamine hydrochloride